ICCN(C)C 2-iodo-N,N-dimethylethan-1-amine